methyl-5-chloro-2-methyl-pyridine CC=1C(=NC=C(C1)Cl)C